ethyl 2-{[(1,2,3,5,6,7-hexahydro-s-indacen-4-yl)carbamoyl]amino}-3-(1,3-oxazol-2-yl)propanoate C1CCC2=C(C=3CCCC3C=C12)NC(=O)NC(C(=O)OCC)CC=1OC=CN1